2-[3-ethylsulfonyl-2-[1-oxo-6-(trifluoromethoxy)isoindolin-2-yl]imidazo[1,2-a]pyridin-6-yl]oxy-2-methyl-propionamide C(C)S(=O)(=O)C1=C(N=C2N1C=C(C=C2)OC(C(=O)N)(C)C)N2C(C1=CC(=CC=C1C2)OC(F)(F)F)=O